C(C(=C)C)(=O)N[C@@H](CC1=CNC2=CC=CC=C12)C(=O)O N-methacryloyl-L-tryptophan